CC=C[SiH](N(C(C)=O)CC)N(C(C)=O)CC methylvinyl-di(N-ethyl-acetamido)silane